C(C1=CC=CC=C1)SC1=CC=C(C=C1)NC(=O)C1N(C2=CC=CC=C2C1)C(C1=CC=C(C=C1)F)=O N-(4-(benzylsulfanyl)phenyl)-1-(4-fluorobenzoyl)indoline-2-carboxamide